Br.BrCC1=C2C=NNC2=CC=C1 4-(bromomethyl)-1H-indazole, hydrobromide